C(C)(C)C(CCN(C)C)N 1-isopropyl-N3,N3-Dimethyl-propane-1,3-diamine